1-{1-[4-chloro-4'-(4-isobutylpiperazin-1-yl)[biphenyl]-2-yl]-5,5-difluoropiperidin-3-yl}-5-(difluoromethyl)-1H-pyrazole-4-carboxylic acid hydrochloride Cl.ClC1=CC(=C(C=C1)C1=CC=C(C=C1)N1CCN(CC1)CC(C)C)N1CC(CC(C1)(F)F)N1N=CC(=C1C(F)F)C(=O)O